COC=1C=C(C=CC1C)NC(=O)C1CCC(CC1)NC=1C(=C(C(=O)OCC2=CC=CC=C2)C=CC1)[N+](=O)[O-] benzyl 3-[[4-[(3-methoxy-4-methyl-phenyl) carbamoyl] cyclohexyl] amino]-2-nitro-benzoate